(4S,5S,6R)-3,3-difluoro-6-(hydroxymethyl)tetrahydro-2H-pyran-2,4,5-triol FC1(C(O[C@@H]([C@H]([C@@H]1O)O)CO)O)F